Cis-2-[[1-(cyclobutyl-methyl)-8-dimethylamino-2-oxo-8-phenyl-1,3-diazaspiro[4.5]decan-3-yl]-methyl]-benzonitrile C1(CCC1)CN1C(N(CC12CCC(CC2)(C2=CC=CC=C2)N(C)C)CC2=C(C#N)C=CC=C2)=O